1-(2-(2,3-dihydro-1H-imidazo[1,2-b]pyrazole-7-carbonyl)-2-azaspiro[3.3]heptan-6-yl)-3-(3-(trifluoromethyl)phenyl)urea N1CCN2N=CC(=C21)C(=O)N2CC1(C2)CC(C1)NC(=O)NC1=CC(=CC=C1)C(F)(F)F